C(C)(C)(C)C=1C=C(C=C(C1)C(C)(C)C)[C@H]([C@H](CC1=CC=CC=C1)C1=NC2=CC=CC=C2C=C1)NC(C)=O N-((1S,2S)-1-(3,5-di-tert-butylphenyl)-3-phenyl-2-(quinolin-2-yl)propyl)acetamide